ClC=1C(=CC2=C([C@@H](C[C@H](O2)C(=O)NC23CC(C2)(C3)N3N=CC(=C3)OCCOC(F)(F)F)O)C1)Cl (2S,4R)-6,7-dichloro-4-hydroxy-N-(3-{4-[2-(trifluoromethoxy)ethoxy]-1H-pyrazol-1-yl}bicyclo[1.1.1]pentan-1-yl)-3,4-dihydro-2H-1-benzopyran-2-carboxamide